N-[(2S)-2,4-dimethyl-1-phenylpentan-2-yl]-8-fluoro-quinoline-3-carboxamide C[C@@](CC1=CC=CC=C1)(CC(C)C)NC(=O)C=1C=NC2=C(C=CC=C2C1)F